COC(=O)C=1OC(=C(C1Cl)C1=C(C=NN1C)Cl)Cl 3,5-dichloro-4-(4-chloro-1-methyl-1H-pyrazol-5-yl)furan-2-carboxylic acid methyl ester